CC1(N(C=2C=C(C=CC2C2=C1SC(=N2)N)C(F)(F)F)C)C 4,4,5-trimethyl-7-(trifluoromethyl)-4,5-dihydrothiazolo[5,4-c]quinolin-2-amine